tert-butyl (6aR)-4-chloro-1-(2,2-dimethyl-4-morpholinopyrrolidin-1-yl)-3-(2-fluorophenyl)-12-oxo-6a,7,9,10-tetrahydro-12H-pyrazino[2,1-c]pyrido[3,4-f][1,4]oxazepine-8(6H)-carboxylate ClC1=C(N=C(C=2C(N3[C@@H](COC21)CN(CC3)C(=O)OC(C)(C)C)=O)N3C(CC(C3)N3CCOCC3)(C)C)C3=C(C=CC=C3)F